Cl.N[C@@]1([C@H](C1)C1=CC=CC=C1)C(=O)NC1=CC=C(C=C1)SCC1=CC=CC=C1 (1S,2R)-1-amino-N-(4-(benzylsulfanyl)phenyl)-2-phenylcyclopropanecarboxamide hydrochloride